(3-methoxyphenyl)-6-phenyl-2-(3-piperidinyl)pyrimidin-4-amine COC=1C=C(C=CC1)C=1C(=NC(=NC1C1=CC=CC=C1)C1CNCCC1)N